2-(1-(4-(benzyloxy)butyl)-4-(2-(2-(bicyclo[2.2.2]octan-1-yl)acetoxy)ethyl)piperidin-4-yl)ethyl 4,4-bis(octyloxy)butanoate C(CCCCCCC)OC(CCC(=O)OCCC1(CCN(CC1)CCCCOCC1=CC=CC=C1)CCOC(CC12CCC(CC1)CC2)=O)OCCCCCCCC